(E)-3-(4-amino-1-methyl-1H-indazol-6-yl)-1-morpholinoprop-2-en-1-one NC1=C2C=NN(C2=CC(=C1)/C=C/C(=O)N1CCOCC1)C